4-bromo-6-((1-hydroxythietan-3-yl)methoxy)pyrazolo[1,5-a]pyridine-3-carbonitrile BrC=1C=2N(C=C(C1)OCC1CS(C1)O)N=CC2C#N